6-(2-chlorophenyl)-N-(pyridin-4-yl)-9,10-dihydro-8H-pyrido[1,6-a:2,3-d']dipyrimidin-2-amine ClC1=C(C=CC=C1)C1=CC2=C(N=C(N=C2)NC2=CC=NC=C2)N2C1=NCCC2